FC=1C=C(NC2C(NC(CC2)=O)=O)C=CC1N1CCC(CC1)C1CCNCC1 3-[3-fluoro-4-[4-(4-piperidinyl)-1-piperidinyl]anilino]piperidine-2,6-dione